N-(3-fluorophenyl)-7-(6-fluoroquinoline-4-yl)spiro[3.5]nonane-2-carboxamide FC=1C=C(C=CC1)NC(=O)C1CC2(C1)CCC(CC2)C2=CC=NC1=CC=C(C=C21)F